C(C)(=O)N1[C@@H](CCC1)C(=O)N1CCN(CC1)CC(=O)N[C@@H](CC1=CC=CC=C1)C(=O)OC Methyl (2-(4-(acetyl-L-prolyl)piperazin-1-yl)acetyl)-L-phenylalaninate